ClC=1C=C2C(=NC1OC)C(=C(N2C)C2=NNC(=N2)[C@H](C(F)F)O)N2C=NC=C2 (R)-1-(3-(6-chloro-3-(1H-imidazol-1-yl)-5-methoxy-1-methyl-1H-pyrrolo[3,2-b]-pyridin-2-yl)-1H-1,2,4-triazol-5-yl)-2,2-difluoro-ethan-1-ol